5-cyclopropyl-N-(4-fluoro-2-methanesulfonylphenyl)pyridine-3-carboxamide C1(CC1)C=1C=C(C=NC1)C(=O)NC1=C(C=C(C=C1)F)S(=O)(=O)C